FC=1C(=C2C(=NC1)NC(=C2)C2CCN(CC2)CCCC2=CC=C1CCN(C(C1=C2)C)C(C#N)C=O)C2=C(C=CC(=C2)F)OC (7-(3-(4-(5-fluoro-4-(5-fluoro-2-methoxyphenyl)-1H-pyrrolo[2,3-b]pyridin-2-yl)piperidin-1-yl)propyl)-1-methyl-3,4-dihydroisoquinolin-2(1H)-yl)-3-oxopropanenitrile